CC1=C(OC2=C(C1=O)C=CC=C2C(=O)OCCN3CCCCC3)C4=CC=CC=C4.Cl The molecule is the hydrochloride salt of flavoxate. It has a role as a muscarinic antagonist, an antispasmodic drug and a parasympatholytic. It contains a flavoxate(1+).